2-methyl-4-oxo-3,4-dihydroquinazolin CC1=NC2=CC=CC=C2C(N1)=O